5-[4,5-dimethyl-7-[(3R)-1-methyl-3-piperidyl]pyrrolo[2,3-c]pyridazin-3-yl]benzofuran CC=1C2=C(N=NC1C=1C=CC3=C(C=CO3)C1)N(C=C2C)[C@H]2CN(CCC2)C